tert-butyl (5,6-dihydro-4H-cyclopenta[b]thiophen-4-yl)methyl(methyl)carbamate S1C2=C(C=C1)C(CC2)CN(C(OC(C)(C)C)=O)C